methyl 2-(3-(4-fluoro-3-methoxyphenyl)-1-methylureido)-5-oxo-5H-thieno[3,2-b]pyran-6-carboxylate FC1=C(C=C(C=C1)NC(N(C)C1=CC=2OC(C(=CC2S1)C(=O)OC)=O)=O)OC